5-amino-3-(4-bromo-2-fluoro-phenyl)-1-cyclopentyl-pyrazole-4-carbonitrile NC1=C(C(=NN1C1CCCC1)C1=C(C=C(C=C1)Br)F)C#N